(R)-1-(4-(4-fluorophenyl)-3,4-dihydroquinoxaline-1(2H)-yl)-3-(2-methylpyrrolidin-1-yl)propan-1-one FC1=CC=C(C=C1)N1CCN(C2=CC=CC=C12)C(CCN1[C@@H](CCC1)C)=O